2-(4-chloro-2-Fluorophenyl)oxapropane ClC1=CC(=C(C=C1)C(O)C)F